N-t-butoxycarbonyl-3-methyl-1,3-propanediamine C(C)(C)(C)OC(=O)NCCC(N)C